C(C)(C)(C)C1=NC(=NO1)C(=O)NCC1=C(C=C(C=C1)C1=NC=NN2C1=CC(=C2)C2=CC=C(C=C2)C#N)C 5-(tert-butyl)-N-(4-(6-(4-cyanophenyl)pyrrolo[2,1-f][1,2,4]triazin-4-yl)-2-methylbenzyl)-1,2,4-oxadiazole-3-carboxamide